Cl.NC1CCC(CC1)CCO 2-(4-aminocyclohexyl)ethan-1-ol hydrochloride salt